2-(bis(2-(2-oxoimidazolidin-1-yl)ethyl)amino)acetonitrile O=C1N(CCN1)CCN(CC#N)CCN1C(NCC1)=O